F[C@@H]1[C@@H](C1)C(=O)NC=1SC2=C(N1)C=CC(=C2)C=2N=CSC2C (1S,2S)-2-fluoro-N-(6-(5-methylthiazol-4-yl)benzo[d]thiazol-2-yl)cyclopropane-1-carboxamide